COC=1C=C(C=CC1OC)C1NCCC=2C3=CC=CC=C3NC12 1-(3,4-dimethoxyphenyl)-1,2,3,4-tetrahydro-β-carboline